carboxymethylether sodium salt [Na+].C(=O)([O-])OC